NC1=C(C=C(C=N1)NC(C(N1[C@H](CC[C@@H](C1)C)C1=CC(=CC=C1)OCC(C)N(C)C)=O)=O)CC N-(6-amino-5-ethyl-3-pyridyl)-2-oxo-2-[(2R,5S)-2-[3-[2-(dimethylamino)propoxy]phenyl]-5-methyl-1-piperidyl]acetamide